C(C)C1=NC2=CC=C(C=C2C(N1CC1CCN(CC1)C1=C(C=CC=C1)C=1N=NNN1)=O)N(C(=O)C=1SC=CC1)CCC N-[2-ethyl-4-oxo-3-[[1-[2-(2H-tetrazol-5-yl)phenyl]-4-piperidyl]-methyl]quinazolin-6-yl]-N-propyl-thiophene-2-carboxamide